4-(4-(1-methyl-1H-imidazol-5-yl)phenyl)-N-(pyridin-3-yl)butanamide CN1C=NC=C1C1=CC=C(C=C1)CCCC(=O)NC=1C=NC=CC1